C(C(C)C)C1=CC=C(C=C1)C(C(=O)N1C=CC2=C1N=CN=C2)C 7-(2-(4-isobutylphenyl)propionyl)-7H-pyrrolo[2,3-d]pyrimidine